C(C)NC(=O)C1=CC(=C(N1)C(=O)NC)O[C@H](CC)C1=CC=CC=C1 |r| Racemic-N5-ethyl-N2-methyl-3-(1-phenylpropoxy)-1H-pyrrole-2,5-dicarboxamide